(2R,3S,4S)-4-hydroxy-2-[(4-propoxyphenyl)methyl]pyrrolidin-3-yl N-benzylcarbamate C(C1=CC=CC=C1)NC(O[C@H]1[C@H](NC[C@@H]1O)CC1=CC=C(C=C1)OCCC)=O